IC1=CN(C=2C1=NC=CC2)C(=O)OC(C)(C)C tert-Butyl 3-iodo-1H-pyrrolo[3,2-b]pyridine-1-carboxylate